COC(=O)C1N(S(CC1)(=O)=O)C1=NC=CC(=C1)C#N 2-(4-cyanopyridin-2-yl)isothiazolidine-3-carboxylic acid methyl ester 1,1-dioxide